F[C@@H]1[C@@H]([C@H]2CN[C@@]1(CC2)C)N(C2=CC=C(N=N2)C2=C(C=C(C=C2)C2=NC(N(C=N2)C)=O)O)C 4-(4-(6-(((1R,4R,5R,6R)-6-fluoro-1-methyl-2-azabicyclo[2.2.2]octan-5-yl)(methyl)amino)pyridazin-3-yl)-3-hydroxyphenyl)-1-methyl-1,3,5-triazin-2(1H)-one